CC1(C[C@@H]2CN(C[C@H]1N(C2)C=2C=C1C=NN(C1=CC2)C)C(=O)N2CCS(CC2)(=O)=O)C ((1S,5S)-9,9-dimethyl-6-(1-methyl-1H-indazol-5-yl)-3,6-diazabicyclo[3.2.2]nonan-3-yl)(1,1-dioxidothiomorpholino)methanone